C(C)C(CP([O-])([O-])=O)CCCC (2-Ethylhexyl)phosphonat